2,2'-[thio-bis(methylene)]dioxirane S(CC1OC1)CC1OC1